CC1=CC=C2C=C(N(C2=C1)C1=NC=CC=C1)C=1C2(C3=CC=CC=C3C1)CCC2 6-Methyl-1-(pyridin-2-yl)-2-(spiro[cyclobutane-1,1'-inden]-2'-yl)-1H-indole